2-(2-(cyclopropanesulfonamido)thiazol-4-yl)-N-(4-(6-ethoxypyrazin-2-yl)-2-fluorophenyl)-2-methoxyacetamide C1(CC1)S(=O)(=O)NC=1SC=C(N1)C(C(=O)NC1=C(C=C(C=C1)C1=NC(=CN=C1)OCC)F)OC